2-ethylhexyl mesaconate C(\C(\C)=C\C(=O)[O-])(=O)OCC(CCCC)CC